2,2,2-Trifluoroethyl (S)-2-amino-3-(2-methoxyphenyl)propanoate hydrochloride Cl.N[C@H](C(=O)OCC(F)(F)F)CC1=C(C=CC=C1)OC